C(#N)C1=NC(=NC=C1)N1C=C(C2=C1N=CN=C2N2C[C@H](N(C[C@@H]2C)C(=O)OC(C)(C)C)C)C(F)(F)F tert-butyl (2R,5S)-4-(7-(4-cyanopyrimidin-2-yl)-5-(trifluoromethyl)-7H-pyrrolo[2,3-d]pyrimidin-4-yl)-2,5-dimethylpiperazine-1-carboxylate